C1(=CC(=CC=C1)OC1=C(C(=NN1C)C(F)F)C(=O)N[C@@H](C)C1=CC=C(C(=O)OC)C=C1)C1=CC=CC=C1 methyl (S)-4-(1-(5-([1,1'-biphenyl]-3-yloxy)-3-(difluoromethyl)-1-methyl-1H-pyrazole-4-carboxamido)ethyl)benzoate